[7-oxo-3-[3-(oxazol-2-ylcarbamoyl)pyrazol-1-yl]-1,6-diazabicyclo[3.2.1]oct-3-en-6-yl]-sulfat O=C1N(C2C=C(CN1C2)N2N=C(C=C2)C(NC=2OC=CN2)=O)OS(=O)(=O)[O-]